CC1=C(OC(C(=O)O)(C)C)C(=CC(=C1)C([2H])([2H])N1N=CN(C1=O)C1=CC=C(C=C1)OC(F)(F)F)C 2-(2,6-dimethyl-4-((5-oxo-4-(4-(trifluoromethoxy)phenyl)-4,5-dihydro-1H-1,2,4-triazol-1-yl)-dideuteromethyl)phenoxy)-2-methylpropanoic acid